BrC=1C=C(C(=NC1)C1=CN=C(S1)N)[N+](=O)[O-] 5-(5-bromo-3-nitropyridin-2-yl)thiazol-2-amine